ClC=1C=C(C=CC1OC(F)(F)F)C1=CC=CC=C1 3'-chloro-4'-(trifluoromethoxy)-[1,1'-biphenyl]